C(C(=O)C)(=O)O.P(=O)(=O)OC1=CC=CC=C1 phosphophenol pyruvate